tert-Butyl (2R,5S)-4-(7-(4-cyanopyridin-2-yl)-5-iodo-7H-pyrrolo[2,3-d]pyrimidin-4-yl)-2,5-dimethylpiperazine-1-carboxylate C(#N)C1=CC(=NC=C1)N1C=C(C2=C1N=CN=C2N2C[C@H](N(C[C@@H]2C)C(=O)OC(C)(C)C)C)I